(S)-N-(1-Amino-3-hydroxy-1-oxopropan-2-yl)-2-cyclopropyl-5-((6-methylpyridin-3-yl)methoxy)benzofuran-3-carboxamide NC([C@H](CO)NC(=O)C1=C(OC2=C1C=C(C=C2)OCC=2C=NC(=CC2)C)C2CC2)=O